Bis(allylamino)propane C(C=C)NC(C)(C)NCC=C